4-methoxypyrimidine-5-carbaldehyde COC1=NC=NC=C1C=O